2-(3,5-dimethylpiperazin-1-yl)-6-fluoro-1,3-benzothiazole CC1CN(CC(N1)C)C=1SC2=C(N1)C=CC(=C2)F